NC1=C(C(=O)O)C=C(C(=C1C)C)Cl 2-amino-5-chloro-3,4-di-methyl-benzoic acid